FCC1CC(CC1)=O 3-(fluoromethyl)cyclopentan-1-one